BrC1=CC=C(C=C1)[C@H](C(=O)N1CCN(CC1)C=1C2=C(N=CN1)[C@H](C[C@H]2C)O)CNCC2CC2 (S)-2-(4-bromophenyl)-3-(cyclopropylmethylamino)-1-(4-((5R,7S)-7-hydroxy-5-methyl-6,7-dihydro-5H-cyclopenta[d]pyrimidin-4-yl)piperazin-1-yl)propan-1-one